2-ethyl-1-hexyl phosphate dibutylamine salt C(CCC)NCCCC.P(=O)(OCC(CCCC)CC)(O)O